[N+](=O)([O-])C1=CC=C(OC(C(=O)OC)C)C=C1 methyl 2-(4-nitro-phenoxy)-propionate